C(C)OC(C(=O)Cl)=O.C(C)(C)C1=C(C=CC=C1)CN(C(C(=O)OCC)=O)C ethyl 2-[(2-isopropylphenyl)methyl-methyl-amino]-2-oxo-acetate Ethyl-2-chloro-2-oxo-acetate